CN1C=C(C=C1)C1=CC=CC=N1 6-(1-methyl-1H-pyrrol-3-yl)pyridine